C(C)(=O)N[C@H](C(=O)NCCCCC(CN(CCCCCCCC(=O)OC(CCCCCCCC)CCCCCCCC)CCCCCC(OCCCCCCCCCCC)=O)O)CC1=CNC2=CC=CC=C12 heptadecan-9-yl 8-((6-((S)-2-acetamido-3-(1H-indol-3-yl)propanamido)-2-hydroxyhexyl)(6-Oxo-6-(undecyloxy)hexyl)amino)octanoate